4-(4-(1-((3-Fluorophenyl)sulfonyl)piperidine-4-carbonyl)-3,4-dihydro-2H-pyrido[4,3-b][1,4]oxazin-8-yl)benzonitrile FC=1C=C(C=CC1)S(=O)(=O)N1CCC(CC1)C(=O)N1C2=C(OCC1)C(=CN=C2)C2=CC=C(C#N)C=C2